BrC=1C=C(C(=C2C=CN(C12)S(=O)(=O)C1=CC=C(C)C=C1)CO)OC (7-bromo-5-methoxy-1-tosyl-1H-indol-4-yl)methanol